4-{[5-bromo-4-({3-[methyl(methylsulfonyl)amino]benzyl}amino)pyrimidin-2-yl]amino}benzenesulfonamide BrC=1C(=NC(=NC1)NC1=CC=C(C=C1)S(=O)(=O)N)NCC1=CC(=CC=C1)N(S(=O)(=O)C)C